FC(C=1N=C(SC1)N1C[C@H](CCC1)CN1C[C@@H](C([C@@H](C1)O)O)O)(F)F (3S,4R,5R)-1-(((R)-1-(4-(trifluoromethyl)thiazol-2-yl)piperidin-3-yl)methyl)piperidine-3,4,5-triol